CC=1C(=NON1)CC(=O)N1CCC(CC1)N1N=C(N=N1)C1=CC=C(C(=O)N)C=C1 4-(2-(1-(2-(4-methyl-1,2,5-oxadiazol-3-yl)acetyl)piperidin-4-yl)-2H-tetrazol-5-yl)benzamide